1,7,7-trimethylbicyclo[2.2.1]heptan-2-ol CC12C(CC(CC1)C2(C)C)O